1-(2-chloro-5-thiazolyl)-2-[3-(trifluoromethyl)-1H-pyrazol-1-yl]-1-propanone ClC=1SC(=CN1)C(C(C)N1N=C(C=C1)C(F)(F)F)=O